butyl (1S)-9-{[(4-chloro-2-cyanophenyl)methyl]oxy}-1-methyl-1,2,3,4-tetrahydrobenzo[4,5]imidazo[3,2-a]pyrazine-2-carboxylate ClC1=CC(=C(C=C1)COC1=CC=CC2=C1N=C1N2CCN([C@H]1C)C(=O)OCCCC)C#N